FCCN1C(C2=C(C=C1)C(=CN2)S(=O)(=O)Cl)=O 6-(2-fluoroethyl)-7-oxo-1H-pyrrolo[2,3-c]pyridine-3-sulfonyl chloride